CC1CCC2=NC=C(C=C2S1)[N+](=O)[O-] 2-methyl-7-nitro-3,4-dihydro-2H-thiopyrano[3,2-b]pyridine